FC(OC1=C(C=CC(=C1)C)NC(N(C1=C(C=CC=C1)C(C)C)C1CC2(CN(C2)C(=O)OC(C)(C)C)C1)=O)F tert-butyl 6-(3-(2-(difluoromethoxy)-4-methylphenyl)-1-(2-isopropylphenyl)ureido)-2-azaspiro[3.3]heptane-2-carboxylate